(S)-2-(azetidin-1-yl)-2-(2-(4'-fluoro-2'-(4-methyl-4H-1,2,4-triazol-3-yl)-[1,1'-biphenyl]-3-yl)-7-(trifluoromethyl)benzo[d]oxazol-5-yl)ethan-1-ol ethyl-2-(4-bromophenyl)acetate C(C)C(C(=O)OC[C@H](C=1C=C(C2=C(N=C(O2)C=2C=C(C=CC2)C2=C(C=C(C=C2)F)C2=NN=CN2C)C1)C(F)(F)F)N1CCC1)C1=CC=C(C=C1)Br